e-glyceryl monostearate C(CCCCCCCCCCCCCCCCC)(=O)OCC(O)CO